Cl(=O)(=O)(=O)O.C(C)(C)C1=C(C(=CC=C1)C(C)C)N1CSC2=C1CCCCC2 5,6,7,8-tetrahydro-3-(2,6-diisopropylphenyl)-4H-cycloheptathiazole perchlorate